N-(2-iodo-1-(2,2,2-trifluoroethyl)-1H-indol-4-yl)-4-methylpiperazine-1-carboxamide IC=1N(C2=CC=CC(=C2C1)NC(=O)N1CCN(CC1)C)CC(F)(F)F